4-(benzyloxycarbonylamino)-2-fluorophenylboronic acid C(C1=CC=CC=C1)OC(=O)NC1=CC(=C(C=C1)B(O)O)F